c-2'-fluoroguanosine-3'-phosphorothioate P(O)(O)(=S)O[C@H]1[C@]([C@@H](O[C@@H]1CO)N1C=NC=2C(=O)NC(N)=NC12)(O)F